C(#N)C1=CC(=NC=C1)N1[C@@H](CCC1=O)C(=O)N(C1=CC(=CC=C1)F)[C@]1(CCCC2=CC=CC=C12)C(=O)C1CCCCC1 (S)-1-(4-cyanopyridin-2-yl)-N-((S)-1-(cyclohexylformyl)-1,2,3,4-tetrahydronaphthalen-1-yl)-N-(3-fluorophenyl)-5-oxopyrrolidine-2-carboxamide